D-fructofuranosyl-(2→1)-D-tagatopyranose OCC1([C@@H](O)[C@H](O)[C@H](O1)CO)OCC1(O)[C@@H](O)[C@@H](O)[C@H](O)CO1